N-(1-methyl-2-methoxyethyl)-N-chloroacetyl-2-ethyl-6-methylaniline CC(COC)N(C1=C(C=CC=C1C)CC)C(CCl)=O